CC(C=O)(C)C 2,2-dimethylpropane-1-one